6-(4-(5-hydroxy-1-(4-methoxyphenyl)-1H-pyrazol-3-yl)phenyl)-4,5-dihydropyridazin-3(2H)-one OC1=CC(=NN1C1=CC=C(C=C1)OC)C1=CC=C(C=C1)C=1CCC(NN1)=O